N-[[6-[4-(1-methyl-4-piperidyl)benzoyl]-6-azaspiro[2.5]octan-2-yl]methyl]-1,3-dihydropyrrolo[3,4-c]pyridine-2-carboxamide CN1CCC(CC1)C1=CC=C(C(=O)N2CCC3(C(C3)CNC(=O)N3CC=4C=NC=CC4C3)CC2)C=C1